F[B-](F)(F)F.C(#N)[N+]1=CC=C(C=C1)N(C)C 1-cyano-4-dimethylamino-pyridinium tetrafluoroborate